C(C)(C)(C)OC(=O)N1C2=C(CCCC1)C=C(C=N2)Br 3-bromo-5,6,7,8-tetrahydro-9H-pyrido[2,3-b]azepine-9-carboxylic acid tert-butyl ester